tert-butyl (2S,SR)-4-(1-(4-fluorophenyl)-2-hydrazineyl-2-oxoethyl)-2,5-dimethylpiperazine-1-carboxylate FC1=CC=C(C=C1)C(C(=O)NN)N1C[C@@H](N(C[C@@H]1C)C(=O)OC(C)(C)C)C |&1:17|